5-fluoro-1-(4-(4-fluorophenyl)-2-(1,2,4-triazol-1-yl)cyclopentyl)piperidin-3-amine FC1CC(CN(C1)C1C(CC(C1)C1=CC=C(C=C1)F)N1N=CN=C1)N